2-Chloro-N-{2-[4-(difluoromethyl)-1,3-thiazol-5-yl]-2-[4-(pyridazin-3-yloxy)piperidin-1-yl]ethyl}-6-fluorobenzamid ClC1=C(C(=O)NCC(N2CCC(CC2)OC=2N=NC=CC2)C2=C(N=CS2)C(F)F)C(=CC=C1)F